3-(5-(((3R,4R)-4-(4-amino-3-(4-phenoxyphenyl)-1H-pyrazolo[3,4-d]pyrimidin-1-yl)-3-fluoropiperidin-1-yl)methyl)-7-fluoro-1-oxoisoindolin-2-yl)piperidine-2,6-dione NC1=C2C(=NC=N1)N(N=C2C2=CC=C(C=C2)OC2=CC=CC=C2)[C@H]2[C@@H](CN(CC2)CC=2C=C1CN(C(C1=C(C2)F)=O)C2C(NC(CC2)=O)=O)F